BrC=1C(=CC2=C(CN([C@@H](O2)[C@@H]2CNC(O2)=O)C(=O)OCC2=CC=CC=C2)C1)F benzyl (S)-6-bromo-7-fluoro-2-((S)-2-oxooxazolidin-5-yl)-2H-benzo[e][1,3]oxazine-3(4H)-carboxylate